(S)-2-((1-(6-((4-cyano-2-fluorobenzyl)oxy)pyridin-2-yl)piperidin-4-yl)oxy)-1-(oxetan-2-ylmethyl)-1H-benzo[d]imidazole-6-carboxylic acid C(#N)C1=CC(=C(COC2=CC=CC(=N2)N2CCC(CC2)OC2=NC3=C(N2C[C@H]2OCC2)C=C(C=C3)C(=O)O)C=C1)F